(S)-6-(2-(6-(trifluoromethyl)imidazo[1,2-a]pyridin-3-yl)pyrimidin-4-yl)-2,6-diazaspiro[3.5]nonan-1-one FC(C=1C=CC=2N(C1)C(=CN2)C2=NC=CC(=N2)N2C[C@@]1(CNC1=O)CCC2)(F)F